CC1=CC=C(C=C1)S(=O)(=O)NC(=O)NC1=CC(=CC=C1)OS(=O)(=O)C1=CC=C(C=C1)C (4-methylphenylsulfonyl)-N'-(3-(4-methylphenylsulfonyloxy)phenyl)-urea